N-(3-(5-(fluoromethoxy)pyridazin-3-yl)-4-methylphenyl)-3-methyl-6-azabicyclo[3.1.1]heptane-6-carboxamide FCOC=1C=C(N=NC1)C=1C=C(C=CC1C)NC(=O)N1C2CC(CC1C2)C